benzidine Nitrogen [N].C1(=CC=C(N)C=C1)C1=CC=C(N)C=C1